(S)-4-(((S)-3-fluoro-2-methoxypropyl)(4-(5,6,7,8-tetrahydro-1,8-naphthyridin-2-yl)butyl)amino)-2-((7-methylthieno[3,2-d]pyrimidin-4-yl)amino)butanoic acid FC[C@H](CN(CC[C@@H](C(=O)O)NC=1C2=C(N=CN1)C(=CS2)C)CCCCC2=NC=1NCCCC1C=C2)OC